CC1CC(CC(C1C)C)=O 3,4,5-trimethyl-cyclohexanone